tert-butyl (E)-3-(2-(2,6-dioxopiperidin-3-yl)-1-oxoisoindolin-4-yl)acrylate O=C1NC(CCC1N1C(C2=CC=CC(=C2C1)/C=C/C(=O)OC(C)(C)C)=O)=O